5-(4-(tert-Butoxycarbonyl)piperazin-1-yl)-7-(trifluoromethyl)thieno[3,2-b]pyridine-3-carboxylic acid methyl ester COC(=O)C1=CSC=2C1=NC(=CC2C(F)(F)F)N2CCN(CC2)C(=O)OC(C)(C)C